N-(4-((3-(5-(4-((5-methyl-1H-pyrazol-3-yl)amino)quinazolin-2-yl)pyridin-2-yl)-3,6-diazabicyclo[3.1.1]heptan-6-yl)methyl)phenyl)methanesulfonamide CC1=CC(=NN1)NC1=NC(=NC2=CC=CC=C12)C=1C=CC(=NC1)N1CC2N(C(C1)C2)CC2=CC=C(C=C2)NS(=O)(=O)C